tert-butyl (1R,3S)-5'-bromo-4'-chloro-3-hydroxyspiro[cyclopentane-1,3'-pyrrolo[2,3-b]pyridine]-1'(2'H)-carboxylate BrC=1C(=C2C(=NC1)N(C[C@]21C[C@H](CC1)O)C(=O)OC(C)(C)C)Cl